2-(((4-Cyano-7-(4-(1,1-difluoroethyl)phenyl)-2,3-dihydrobenzofuran-5-yl)amino)methyl)acrylic acid C(#N)C1=C(C=C(C2=C1CCO2)C2=CC=C(C=C2)C(C)(F)F)NCC(C(=O)O)=C